CC1=C(C=2N(N=C1N1CC=3C=C(C=NC3CC1)NC1COCC1)C(=NN2)C(F)(F)F)C 6-(7,8-dimethyl-3-(trifluoromethyl)-[1,2,4]triazolo[4,3-b]pyridazin-6-yl)-N-(tetrahydrofuran-3-yl)-5,6,7,8-tetrahydro-1,6-naphthyridin-3-amine